bis(5-(p-methoxyphenyl)-2-thienyl)iodonium COC1=CC=C(C=C1)C1=CC=C(S1)[I+]C=1SC(=CC1)C1=CC=C(C=C1)OC